8-(1-(2,2-difluoroethyl)-1H-pyrazolo[3,4-b]pyrazin-6-yl)-2-(5-(trifluoromethyl)pyridin-2-yl)-2,8-diazaspiro[4.5]decan-3-one FC(CN1N=CC=2C1=NC(=CN2)N2CCC1(CC(N(C1)C1=NC=C(C=C1)C(F)(F)F)=O)CC2)F